1-(5-bromo-4-(2,6-dimethylphenoxy)-1H-pyrazol-1-yl)-2-methylpropan-2-ol BrC1=C(C=NN1CC(C)(O)C)OC1=C(C=CC=C1C)C